(4-(4-chloro-2-fluorophenyl)piperidin-1-yl)-N-(p-tolyl)benzenesulfonamide ClC1=CC(=C(C=C1)C1CCN(CC1)C1=C(C=CC=C1)S(=O)(=O)NC1=CC=C(C=C1)C)F